6-(2-chloro-5-fluorophenyl)-N-((6-(pyridin-2-ylmethyl)-4,5,6,7-tetrahydrothieno[2,3-c]pyridin-3-yl)methyl)pyridazin-3-amine ClC1=C(C=C(C=C1)F)C1=CC=C(N=N1)NCC1=CSC=2CN(CCC21)CC2=NC=CC=C2